(3R)-N,N-dimethyl-1-{4-[(7-{8-methyl-1H,2H,3H-pyrido[2,3-b][1,4]oxazin-7-yl}-5H,6H,7H,8H-pyrido[3,4-d]pyrimidin-2-yl)amino]benzoyl}pyrrolidin-3-amine CN([C@H]1CN(CC1)C(C1=CC=C(C=C1)NC=1N=CC2=C(N1)CN(CC2)C2=C(C1=C(OCCN1)N=C2)C)=O)C